N6-[(2R)-2-amino-2-phenyl-ethyl]-N4-[(2,2-difluorocyclobutyl)methyl]-1-methyl-pyrazolo[3,4-d]pyrimidine-4,6-diamine N[C@@H](CNC1=NC(=C2C(=N1)N(N=C2)C)NCC2C(CC2)(F)F)C2=CC=CC=C2